C1(CC(C=C2OC3=C(C21)C=CC=C3)=O)=O dibenzo[b,d]furan-1,3(2H,9bH)-dione